cobaltous ethylenediaminetetraacetate C(CN(CC(=O)[O-])CC(=O)[O-])N(CC(=O)[O-])CC(=O)[O-].[Co+2].[Co+2]